COC(=O)C=1C=NNC1 1H-pyrazol-4-ylCarboxylic acid methyl ester